4-chloro-2-(perfluoroethyl)imidazo[1,2-a][1,8]naphthyridine-8-carboxylic acid ClC=1C=2C=CC=3N(C2N=C(C1)C(C(F)(F)F)(F)F)C=C(N3)C(=O)O